C(C)(C)(C)OC(CCCN1N=C(N=C1)C=1C(=C(C=CC1)NC1=C(N=NC(=C1)Cl)C(=O)O[Zn])OC)=O ((4-((3-(1-(4-(tert-Butyloxy)-4-oxobutyl)-1H-1,2,4-triazol-3-yl)-2-methoxyphenyl)amino)-6-chloropyridazine-3-carbonyl)oxy)zinc